C(C)NC(=O)N1C(C(CCC1)C1=CC=NN1COCC[Si](C)(C)C)COC1CCC(CC1)C(C)C N-ethyl-2-(((4-isopropylcyclohexyl)oxy)methyl)-3-(1-((2-(trimethylsilyl)ethoxy)methyl)-1H-pyrazol-5-yl)piperidine-1-carboxamide